C12C(CC(CC1CN)C2)CN norbornane-2,6-dimethylamine